7-bromo-6-ethoxy-1H-pyrido[2,3-b][1,4]oxazin-2(3H)-one BrC1=CC2=C(OCC(N2)=O)N=C1OCC